C(C)(C)OC([C@H](CCC(C=[N+]=[N-])=O)NC([C@@H](C1=NC=NC=C1)OC)=O)=O.COC1C=C(C=CC1(N)N)C1=CC(=CC=C1)OC 3,3'-dimethoxy-4,4-diaminobiphenyl isopropyl-(S)-6-diazo-2-((R)-2-methoxy-2-(pyrimidin-4-yl)acetamido)-5-oxohexanoate